9-(2-(p-tolyloxy)ethyl)-9H-purin-6-amine C1(=CC=C(C=C1)OCCN1C2=NC=NC(=C2N=C1)N)C